FC=1C(=C2C(=CNC2=CC1)\C=C\[N+](=O)[O-])OC (E)-5-fluoro-4-methoxy-3-(2-nitrovinyl)-1H-indole